C(#N)C(CCCCCCCC(=O)OCC)(CCCCCCCC(=O)OCC)S(=O)(=O)C1=CC=C(C=C1)C diethyl 9-cyano-9-(p-tolylsulfonyl)heptadecanedioate